BrC=1C=C(C=CC1)NC(=O)C1CCCCC1 N-(3-bromophenyl)cyclohexanecarboxamide